S1C(N=CC1)=O 1,3-thiazolenon